N1=CCCCCCNCC1 1,8-diazacyclodecaMonoene